aminosuberic acid C(CCC(C(=O)O)N)CCC(=O)O